2-chlorophenyl-boron ClC1=C(C=CC=C1)[B]